octahydro-1,3-dioxo-5-isobenzofurancarboxylic acid O=C1OC(C2CC(CCC12)C(=O)O)=O